(S)-4-(difluoromethyl)-N-(2-(3,4-dimethylpiperazin-1-yl)-4-fluoro-5-(tributylstannyl)phenyl)-6-(2-(trimethylsilyl)ethoxy)nicotinamide FC(C1=CC(=NC=C1C(=O)NC1=C(C=C(C(=C1)[Sn](CCCC)(CCCC)CCCC)F)N1C[C@@H](N(CC1)C)C)OCC[Si](C)(C)C)F